6-((5-(4-(1H-pyrazol-1-yl)phenyl)-1H-pyrazol-3-yl)amino)benzo[d]thiazol-2(3H)-one N1(N=CC=C1)C1=CC=C(C=C1)C1=CC(=NN1)NC1=CC2=C(NC(S2)=O)C=C1